ClC=1C=C(C=CC1C(F)(F)F)NC(=O)N1C2CCC1CC1=C2C=CC=C1 N-(3-chloro-4-(trifluoromethyl)phenyl)-6,7,8,9-tetrahydro-5H-5,8-epiminobenzo[7]annulene-10-carboxamide